CC1(OB(OC1(C)C)C1=CC=C(C=C1)C1CCN(CC1)C(=O)OC(C)(C)C)C tert-butyl 4-[4-(4,4,5,5-tetramethyl-1,3,2-dioxaborolan-2-yl)phenyl]piperidine-1-carboxylate